C(C)C1=NC=C(N1CC)CCCN(C)CCCC=1N(C(=NC1)CC)CC bis(3-(2,3-diethylimidazolyl)propyl)-N-methyl-amine